2-(1H-imidazol-1-yl)-N-(2-methylpiperidin-4-yl)isonicotinamide dihydrochloride Cl.Cl.N1(C=NC=C1)C=1C=C(C(=O)NC2CC(NCC2)C)C=CN1